5-chloro-4-(trifluoromethyl)-2-vinylpyridine ClC=1C(=CC(=NC1)C=C)C(F)(F)F